3-allyloxy-4,6-diacetyl-N-ethylaniline C(C=C)OC=1C=C(NCC)C(=CC1C(C)=O)C(C)=O